(2R,3S)-N,3-dimethoxy-N,2-dimethyl-4-phenylbutyramide CON(C([C@@H]([C@H](CC1=CC=CC=C1)OC)C)=O)C